(3R,4R)-4-((5-fluoro-7-(4-(trifluoromethyl)pyridin-2-yl)pyrrolo[2,1-f][1,2,4]triazin-2-yl)amino)-1-(methylsulfonyl)piperidin-3-ol FC=1C=C(N2N=C(N=CC21)N[C@H]2[C@@H](CN(CC2)S(=O)(=O)C)O)C2=NC=CC(=C2)C(F)(F)F